methyl 2-(2-(2-((1S,2S,5R)-1-hydroxy-2-isopropyl-5-methylcyclohexane-1-carboxamido)ethyl)phenoxy)acetate O[C@@]1([C@@H](CC[C@H](C1)C)C(C)C)C(=O)NCCC1=C(OCC(=O)OC)C=CC=C1